C1(CC1)SC=1SC(=C2C1C(NC[C@H]2C)=O)C2=NNC=C2 (S)-3-(cyclopropylthio)-7-methyl-1-(1H-pyrazol-3-yl)-6,7-dihydrothieno[3,4-c]pyridin-4(5H)-one